5-methyl-3-(((6S)-6-methylpiperidin-3-yl)methyl)-1,2,4-oxadiazole CC1=NC(=NO1)CC1CN[C@H](CC1)C